C1(CCCCC1)C1=NC(=NC=C1)NCC1=C(N=NN1C)C1=NC(=C(C=C1)[N+](=O)[O-])C 4-cyclohexyl-N-((1-methyl-4-(6-methyl-5-nitropyridin-2-yl)-1H-1,2,3-triazol-5-yl)methyl)pyrimidin-2-amine